6-chloro-4-(((1R,2R)-2-hydroxy-2-methyl-cyclopentyl)amino)nicotinaldehyde ClC1=NC=C(C=O)C(=C1)N[C@H]1[C@](CCC1)(C)O